tert-Butyl (3-(2-chloro-5-((1R,3R)-2,2-dichloro-3-(4-fluoro-3-(trifluoromethyl)phenyl)cyclopropane-1-carboxamido)-3-fluorobenzamido)-2,4-difluorophenyl)carbamate ClC1=C(C(=O)NC=2C(=C(C=CC2F)NC(OC(C)(C)C)=O)F)C=C(C=C1F)NC(=O)[C@@H]1C([C@H]1C1=CC(=C(C=C1)F)C(F)(F)F)(Cl)Cl